FC(C1(CC1)CCC#N)(F)F 3-[1-(trifluoromethyl)cyclopropyl]propanenitrile